C1C(CCC2=CC=CC=C12)C1=CC=CC(=N1)C1CCN(CC1)CC1=NC2=C(N1)C=C(C=C2)C(=O)[O-] 2-((4-(6-(1,2,3,4-tetrahydronaphthalen-2-yl)pyridin-2-yl)piperidin-1-yl)methyl)-1H-benzo[d]imidazole-6-carboxylate